ClC1=NC=C(C(=N1)NCC1CCOCC1)C(=O)O 2-chloro-4-(((tetrahydro-2H-pyran-4-yl)methyl)amino)pyrimidine-5-carboxylic acid